C(C)(C)(C)OC(=O)N1CCC(=CC1)C1=CN(C2=CC=C(C=C12)N1N=C(C=C1C)C(N)=O)CC1=CC=C(C=C1)C1=CC=C(C=C1)S(=O)(=O)C 4-(5-(3-carbamoyl-5-methyl-1H-pyrazol-1-yl)-1-((4'-(methylsulfonyl)-[1,1'-biphenyl]-4-yl)methyl)-1H-indol-3-yl)-3,6-dihydropyridine-1(2H)-carboxylic acid tert-butyl ester